(2R,3s,4S,5s)-1,2,3,4,5,6,7-heptafluoro-8-vinylcubane FC12C3(C4(C5(C3(C1(C5(C24C=C)F)F)F)F)F)F